(R)-1-(3-(2-(1-(difluoromethyl)-1H-pyrazol-4-ylamino)-7H-pyrrolo[2,3-d]pyrimidin-4-ylamino)piperidin-1-yl)prop-2-en-1-one FC(N1N=CC(=C1)NC=1N=C(C2=C(N1)NC=C2)N[C@H]2CN(CCC2)C(C=C)=O)F